C1C=NN=C1 The molecule is a pyrazole. It is a conjugate acid of a 4H-pyrazol-4-ide. It is a tautomer of a 3H-pyrazole and a 1H-pyrazole.